NC1CC2CCC(C1)N2C=2N(C(C1=C(N2)NC=C1C1=C(C2=C(N=C(O2)CC)C=C1)Cl)=O)C 2-(endo-3-amino-8-aza-bicyclo[3.2.1]octan-8-yl)-5-(7-chloro-2-ethyl-benzo[d]oxazol-6-yl)-3-methyl-3,7-dihydro-4H-pyrrolo[2,3-d]pyrimidin-4-one